FCC(CF)N1N=NC2=C1C=C(C=C2)C=2C(=CN1N=C(N=C(C12)OC)N[C@H]1[C@@H](CN(CC1)C1(COC1)[2H])F)F 5-(1-(1,3-difluoropropan-2-yl)-1H-benzo[d][1,2,3]triazol-6-yl)-6-fluoro-N-((3R,4R)-3-fluoro-1-(oxetan-3-yl-3-d)piperidin-4-yl)-4-methoxypyrrolo[2,1-f][1,2,4]triazin-2-amine